(S)-7-((S)-5-Chloro-6-fluoro-2-phenyl-2-((S)-pyrrolidin-2-yl)-2,3-dihydrobenzofuran-4-yl)-8-fluoro-2-(hydroxymethyl)imidazo[1,2-a]pyridine-6-carboxamide ClC=1C(=CC2=C(C[C@@](O2)([C@H]2NCCC2)C2=CC=CC=C2)C1C1=C(C=2N(C=C1C(=O)N)C=C(N2)CO)F)F